Methyl-3-[4-(2,2,2-trifluoro-ethyl)-benzoyl]-azetidine-1-carboxylic acid tert-butyl ester C(C)(C)(C)OC(=O)N1C(C(C1)C(C1=CC=C(C=C1)CC(F)(F)F)=O)C